(3s,5r)-3-aminomethyl-6-cyclobutyl-5-methyl-hexanoic acid NC[C@H](CC(=O)O)C[C@@H](CC1CCC1)C